CC1(OB(OC1(C)C)C=1C=CC(=NC1)C1(CCC2(OCCO2)CC1)O)C 8-(5-(4,4,5,5-tetramethyl-1,3,2-dioxaborolan-2-yl)pyridin-2-yl)-1,4-dioxaspiro[4.5]decan-8-ol